COC1=C(CCN)C=CC(=C1OC)OC 2,3,4-trimethoxyphenethylamine